N-methyl-N-(2-hydroxyethyl)tridecylamine CN(CCO)CCCCCCCCCCCCC